((2-oxaspiro[3.3]hept-6-yl)amino)-2-chloropyrimidine-5-carboxylic acid ethyl ester C(C)OC(=O)C=1C(=NC(=NC1)Cl)NC1CC2(COC2)C1